FC1=C(CNC(=O)[C@@H]2C[C@H](C2)OCC2=CC(=CC=C2)F)C=CC(=C1C=1NC(C=C(N1)C(F)(F)F)=O)C(F)(F)F trans-N-{2-fluoro-3-[6-oxo-4-(trifluoromethyl)-1,6-dihydropyrimidin-2-yl]-4-(trifluoromethyl)benzyl}-3-[(3-fluorobenzyl)oxy]cyclobutane-1-carboxamide